threonyl-carbamoyladenosine N[C@@H]([C@H](O)C)C(=O)[C@@]1([C@@](O[C@@H]([C@H]1O)CO)(N1C=NC=2C(N)=NC=NC12)C(N)=O)O